azepane-1,4-dicarboxylic acid 1-tert-butyl 4-ethyl ester C(C)OC(=O)C1CCN(CCC1)C(=O)OC(C)(C)C